FC1=CC=C(C=C1)C(=O)C1=CNC=2N=C(N=C(C21)NC2CCC(CC2)CO)NC2=C(C=C(C=C2)N2CCN(CC2)C)OC (4-fluorophenyl)(4-(((1s,4s)-4-(hydroxymethyl)cyclohexyl)amino)-2-((2-Methoxy-4-(4-methylpiperazin-1-yl)phenyl)amino)-7H-pyrrolo[2,3-d]pyrimidin-5-yl)methanone